C(C1=CC=CC=C1)OC(=O)N1CCC2(CC1)CCC(CC2)N2C=C(C1=C2N=CN=C1Cl)I 9-(4-chloro-5-iodo-7H-pyrrolo[2,3-d]pyrimidin-7-yl)-3-azaspiro[5.5]undecane-3-carboxylic acid benzyl ester